5-chloro-2-(2-fluoro-4-pyridinyl)-4-[(3S)-3-(methylamino)pyrrolidin-1-yl]-1H-pyrimidin-6-one ClC1=C(N=C(NC1=O)C1=CC(=NC=C1)F)N1C[C@H](CC1)NC